tert-butyl 7-(6-(7-(((tert-butoxycarbonyl)amino)methyl)-1,6-naphthyridin-2-yl)-3-fluoropyridin-2-yl)-4,7-diazaspiro[2.5]octane-4-carboxylate C(C)(C)(C)OC(=O)NCC1=NC=C2C=CC(=NC2=C1)C1=CC=C(C(=N1)N1CCN(C2(CC2)C1)C(=O)OC(C)(C)C)F